N-{1-[(pyridin-2-yl)methyl]-1H-pyrazol-4-yl}-2H-1,3-benzodioxole-5-carboxamide N1=C(C=CC=C1)CN1N=CC(=C1)NC(=O)C1=CC2=C(OCO2)C=C1